ClC1=C(C(=O)NCC2=NC=C(C=C2Cl)C(F)(F)F)C(=CC=C1)Cl 2,6-Dichloro-N-{[3-chloro-5-(trifluoromethyl)-2-pyridyl]methyl}benzamide